[Li].[Mg].[Sn] tin-magnesium lithium